6-benzylamino-1-naphthol C(C1=CC=CC=C1)NC=1C=C2C=CC=C(C2=CC1)O